2-((S)-1-(4-((R)-2-(5-chloropyridin-2-yl)-2-methylbenzo[d][1,3]dioxolan-4-yl)-piperidin-1-yl)ethyl)-1-(((S)-oxetan-2-yl)methyl)-1H-benzo[d]imidazole-6-carboxylic acid ClC=1C=CC(=NC1)[C@]1(OC2=C(O1)C=CC=C2C2CCN(CC2)[C@@H](C)C2=NC1=C(N2C[C@H]2OCC2)C=C(C=C1)C(=O)O)C